7-chloro-N-(5-chloro-3-fluoro-6-methoxypyridin-2-yl)-6-fluoro-1H-indole-3-sulfonamide ClC=1C(=CC=C2C(=CNC12)S(=O)(=O)NC1=NC(=C(C=C1F)Cl)OC)F